7-(1-((2,4-diaminopyrimidin-5-yl)methyl)indolin-5-yl)-1-ethyl-6-fluoro-8-methoxy-4-oxo-1,4-dihydroquinoline-3-carboxylic acid NC1=NC=C(C(=N1)N)CN1CCC2=CC(=CC=C12)C1=C(C=C2C(C(=CN(C2=C1OC)CC)C(=O)O)=O)F